9-chloro-N-(2-fluorophenyl)-5-oxo-3,4-dihydro-1H-chromeno[2,3-c]pyridine ClC=1C=CC=C2C(C3=C(CN(CC3)C3=C(C=CC=C3)F)OC12)=O